rac-1-(tert-butyl) 3-ethyl (3S,4S)-4-(2-chloro-3-methylphenyl)pyrrolidine-1,3-dicarboxylate ClC1=C(C=CC=C1C)[C@@H]1[C@@H](CN(C1)C(=O)OC(C)(C)C)C(=O)OCC |r|